N-[[6-[(2-Fluorophenyl)methoxy]-2-pyridyl]sulfonyl]-2-(2,2,4-trimethylpyrrolidin-1-yl)pyridin-3-carboxamid FC1=C(C=CC=C1)COC1=CC=CC(=N1)S(=O)(=O)NC(=O)C=1C(=NC=CC1)N1C(CC(C1)C)(C)C